4-{p-[4-(3-quinolylamino)-2-pyrimidinylamino]phenyl}-3-morpholinone N1=CC(=CC2=CC=CC=C12)NC1=NC(=NC=C1)NC1=CC=C(C=C1)N1C(COCC1)=O